C1(CC1)NC=1C2=C(N=CN1)C=CN=C2 N-CYCLOPROPYLPYRIDO[4,3-D]PYRIMIDIN-4-AMINE